FC1=CC(=C(C=C1)C(C)N1C[C@@H](N(C[C@H]1C)C=1C=2C(N(C(N1)=O)C)=C(N(N2)CC#N)C)C)C(F)(F)F (7-((2S,5R)-4-(1-(4-fluoro-2-(trifluoromethyl)phenyl)ethyl)-2,5-dimethylpiperazin-1-yl)-3,4-dimethyl-5-oxo-4,5-dihydro-2H-pyrazolo[4,3-d]pyrimidin-2-yl)acetonitrile